(1R,3S,5R)-2-(2-(4-amino-8-methyl-6-(trifluoromethyl)-9H-pyrimido[4,5-b]indol-9-yl)acetyl)-N-(6-bromopyrazin-2-yl)-2-azabicyclo[3.1.0]hexane-3-carboxamide NC1=NC=NC=2N(C3=C(C=C(C=C3C21)C(F)(F)F)C)CC(=O)N2[C@@H]1C[C@@H]1C[C@H]2C(=O)NC2=NC(=CN=C2)Br